4-(2-morpholine-4-ylethoxy)benzamide N1(CCOCC1)CCOC1=CC=C(C(=O)N)C=C1